ClC1=C(C=CC=C1Cl)N1C(=NN=C1SC)CCCO 3-(4-(2,3-dichlorophenyl)-5-(methylthio)-4H-1,2,4-triazole-3-yl)propan-1-ol